CC1=NC=CC2=C1CC(C2)N 1-methyl-6,7-dihydro-5H-cyclopenta[c]pyridin-6-amine